(3-((2-(2,6-dioxopiperidin-3-yl)-1,3-dioxoisoindolin-4-yl)amino)-2,2-dimethyl-3-oxopropyl)picolinamide O=C1NC(CCC1N1C(C2=CC=CC(=C2C1=O)NC(C(CC=1C(=NC=CC1)C(=O)N)(C)C)=O)=O)=O